C(C)(C)(C)[Si](CCCC1=CC=CC=C1)(C)C t-butyldimethyl-(3-phenylpropyl)silane